(1R,5S,6r)-N-Methyl-N-(2-((4aS,5aR)-5a-methyl-1,4,4a,5,5a,6-hexahydrocyclopropa[f]indazol-3-yl)-1H-imidazo[4,5-b]pyridin-6-yl)-3-oxabicyclo[3.1.0]hexane-6-carboxamide CN(C(=O)C1[C@H]2COC[C@@H]12)C=1C=C2C(=NC1)N=C(N2)C2=NNC=1C[C@@]3([C@H](CC21)C3)C